3-(4-aminoimidazo[2,1-f][1,2,4]triazin-7-yl)-4-methyl-N-((1-methyl-1H-pyrazol-5-yl)methyl)benzenesulfonamide NC1=NC=NN2C1=NC=C2C=2C=C(C=CC2C)S(=O)(=O)NCC2=CC=NN2C